ClC1=CC(=C2C(=N1)C1(OCC2)COCC1)O[C@@H]1COCC1 2'-Chloro-4'-(((S)-tetrahydrofuran-3-yl)oxy)-4,5,5',6'-tetrahydro-2H-spiro[furan-3,8'-pyrano[3,4-b]pyridine]